ClC1=CC=C(OC2=CC=C3C(CCOC3=C2)CN)C=C1 {7-(4-chlorophenoxy)chroman-4-yl}methylamine